ethoxybutoxysilane tert-Butyl-(2R,5S)-4-(5-cyclopropyl-7-(3-fluorophenyl)-7H-pyrrolo[2,3-d]pyrimidin-4-yl)-2,5-dimethylpiperazine-1-carboxylate C(C)(C)(C)OC(=O)N1[C@@H](CN([C@H](C1)C)C=1C2=C(N=CN1)N(C=C2C2CC2)C2=CC(=CC=C2)F)C.C(C)OCCCCO[SiH3]